O[C@@H]1CN(CC1)CC=1C=NC2=C(N=CC=C2C1)NC=1C(=C(C=CC1)C1=C(C(=CC=C1)NC=1N=CC=C2C=C(C=NC12)CN1CCCC1)C)C (R)-1-((8-((3'-((3-(((S)-3-Hydroxypyrrolidin-1-yl)methyl)-1,7-naphthyridin-8-yl)amino)-2,2'-dimethyl-[1,1'-biphenyl]-3-yl)amino)-1,7-naphthyridin-3-yl)methyl)pyrrolidin